C(C1=CC=CC=C1)OC1=C(C=O)C=C(C=C1)Br (benzyloxy)-5-bromobenzaldehyde